C(CCCCCCC\C=C\CCCCCCCC)(=O)OCC1=C(C=C2C([C@](C3(C(=C12)C)CC3)(C)O)=O)C (R)-(6'-hydroxy-2',4',6'-trimethyl-7'-oxo-6',7'-dihydrospiro[cyclopropane-1,5'-inden]-3'-yl)methyl (E)-octadec-9-enoate